methyl 3-(6-chloro-8-(2-(2,2,2-trifluoroethoxy)phenyl)imidazo[1,2-a]pyridine-2-carboxamido)-2-hydroxy-2-methylpropanoate ClC=1C=C(C=2N(C1)C=C(N2)C(=O)NCC(C(=O)OC)(C)O)C2=C(C=CC=C2)OCC(F)(F)F